OC1=CC=C(C=C1)C(=CC1=CC=C(C=C1)O)C 4,4'-dihydroxy-α-methylstilbene